NC1=C(C(=O)O)C=CC(=C1)Br 2-Amino-4-bromobenzoic acid